7,8-Dichloro-2-oxo-1,2,3,4,5,6-hexahydroazepino[4,5-b]indole-10-carbaldehyde ClC1=C(C=C(C=2C3=C(NC12)CCNC(C3)=O)C=O)Cl